ClC1=C(C=C2C(=C(N(C2=C1F)C)C1=NNC(=N1)N(CCO)C)C=1C=NNC1)OC 2-((3-(6-chloro-7-fluoro-5-methoxy-1-methyl-3-(1H-pyrazol-4-yl)-1H-indol-2-yl)-1H-1,2,4-triazol-5-yl)(methyl)amino)ethan-1-ol